FC1=C(C=CC(=N1)C(=O)NC)N1CCN(CC1)CC=1C=C2C=3N([C@@H](C(NC3C1F)=O)C)N=C2 (R)-6-fluoro-5-(4-((9-fluoro-3-methyl-2-oxo-2,3-dihydro-1H-pyrazolo[1,5,4-de]quinoxalin-8-yl)methyl)piperazin-1-yl)-N-methylpyridineamide